1-methyl-5-phenyl-6-(1-phenylethoxy)-1H-pyrazolo[3,4-d]pyrimidin-4(5H)-one CN1N=CC2=C1N=C(N(C2=O)C2=CC=CC=C2)OC(C)C2=CC=CC=C2